6-Bromochromene BrC=1C=C2C=CCOC2=CC1